FC(F)(F)CC(=O)O.COC(CC(F)(F)F)=O.C(N)(OC)=O Methyl carbamate methyl-trifluoromethyl-acetate (trifluoromethyl-acetate)